sodium nickel oxyhydroxide O(O)O.[Ni].[Na]